(2s,3s,4r,5r)-3,4-dihydroxy-N-(methyl-d3)-5-(6-((methyl-d3)-amino)-2-(5-(prop-1-yn-1-yl)pyridin-3-yl)-9H-purin-9-yl)tetrahydrofuran-2-carboxamide phosphate Disodium [Na+].[Na+].P(=O)([O-])([O-])O.O[C@@H]1[C@H](O[C@H]([C@@H]1O)N1C2=NC(=NC(=C2N=C1)NC([2H])([2H])[2H])C=1C=NC=C(C1)C#CC)C(=O)NC([2H])([2H])[2H]